Cl.NCC1=C(C(=CC(=C1)C1=CN=NC=C1)Cl)SC1=NC=CC=C1CO (2-{[2-(aminomethyl)-6-chloro-4-(pyridazin-4-yl)phenyl]sulfanyl}pyridin-3-yl)methanol HCl salt